FC(OC=1C=C(C=CC1)S(=O)(=O)N)(F)F 3-(trifluoromethoxy)benzenesulfonamide